4-amino-N-((5-cyano-2-pyridinyl)methyl)-N-((2S)-1-fluoro-2-propanyl)-1,3-dihydrofuro[3,4-c]quinoline-8-carboxamide NC1=NC=2C=CC(=CC2C2=C1COC2)C(=O)N([C@H](CF)C)CC2=NC=C(C=C2)C#N